C(CCC)C1=NCC=C(C1)B1OC(C(O1)(C)C)(C)C butyl-4-(4,4,5,5-tetramethyl-1,3,2-dioxaborolan-2-yl)-3,6-dihydropyridine